C(C)(C)(C)OC(NCCN1CCC(CC1)N)=O [2-(4-aminopiperidin-1-yl)ethyl]carbamic acid tert-butyl ester